2-((4-benzylpiperazin-1-yl)methyl)-6-methoxy-9,9-dimethyl-9,10-dihydroacridine C(C1=CC=CC=C1)N1CCN(CC1)CC1=CC=2C(C3=CC=C(C=C3NC2C=C1)OC)(C)C